C1(CC1)NC(CN1CCN(CC1)C1=CC(=C2C(=N1)C(=CS2)C(=O)NC)C(F)(F)F)=O 5-(4-(2-(cyclopropylamino)-2-oxoethyl)piperazin-1-yl)-N-methyl-7-(trifluoromethyl)thieno[3,2-b]pyridine-3-carboxamide